8-(1-bromoethyl)-3,6-dimethyl-2-phenyl-benzopyran-4-one BrC(C)C1=CC(=CC=2C(C(=C(OC21)C2=CC=CC=C2)C)=O)C